NC1=CC=CC(=N1)S(=O)(=O)NC(=O)C=1C(=NC(=CC1)C1=CC(=CC(=C1)OCC(C)C)F)N1CCCC2CC12 N-[(6-Amino-2-pyridyl)sulfonyl]-2-(5-azabicyclo[4.1.0]heptan-5-yl)-6-(3-fluoro-5-isobutoxyphenyl)pyridin-3-carboxamid